ClC=1C(=NN(C1C)C)C(F)F 4-chloro-3-(difluoromethyl)-1,5-dimethyl-1H-pyrazole